1-(sulfooxy)azetidin S(=O)(=O)(O)ON1CCC1